FC(N1C(=NC2=C(C=C(C=C2C1=O)F)\C(\C)=N/[S@](=O)C(C)(C)C)C1CCOCC1)F (NZ,R)-N-[1-[3-(difluoromethyl)-6-fluoro-4-oxo-2-tetrahydropyran-4-yl-quinazolin-8-yl]ethylidene]-2-methyl-propane-2-sulfinamide